2-methyl-6-(6-(2-morpholinopyrimidin-5-yl)-9-oxo-1,2,3,9-tetrahydropyrazolo[1,2-a]indazol-3-yl)benzonitrile CC1=C(C#N)C(=CC=C1)C1CCN2N1C=1C=C(C=CC1C2=O)C=2C=NC(=NC2)N2CCOCC2